bisbenzoylphenylphosphine oxide C(C1=CC=CC=C1)(=O)P(C1=CC=CC=C1)(C(C1=CC=CC=C1)=O)=O